8-((2s,5r)-4-((3,4-dihydro-2H-benzo[b][1,4]dioxepin-6-yl)(5-methylpyridin-2-yl)methyl)-2,5-dimethylpiperazin-1-yl)-5-methyl-6-oxo-5,6-dihydro-1,5-naphthyridine-2-carbonitrile O1C2=C(OCCC1)C(=CC=C2)C(N2C[C@@H](N(C[C@H]2C)C2=CC(N(C=1C=CC(=NC21)C#N)C)=O)C)C2=NC=C(C=C2)C